C(CCCCCCCCCCCCCC)(=O)N[C@@H](C(C)C)C(=O)O N-n-pentadecanoyl-valine